C1(CCC1)OC1=NC=2N(C=C1C(=O)O)C=CN2 7-cyclobutoxyimidazo[1,2-a]Pyrimidine-6-carboxylic acid